(S)-methyl 2-(4-((5-cyclopropyl-3-(2,6-dichlorophenyl) isoxazol-4-yl) methyl)-2-methylpiperazin-1-yl)-7-methoxybenzo[d]thiazole-5-carboxylate C1(CC1)C1=C(C(=NO1)C1=C(C=CC=C1Cl)Cl)CN1C[C@@H](N(CC1)C=1SC2=C(N1)C=C(C=C2OC)C(=O)OC)C